IC=1C=C(C=CC1)CCC(=O)O 3-(3-iodophenyl)propanoic acid